NC1=NC(=C(C=N1)C#N)NCC1=C(NC2=C(C=CC=C2C1=O)Cl)C1=CC=CC=C1 amino-5-cyano-6-(((8-chloro-4-oxo-2-phenyl-1,4-dihydroquinolin-3-yl)methyl)amino)pyrimidine